4-decanal CCCC(CCCCCC)=O